2-amino-5-(1,3-dimethyl-1H-pyrazol-4-yl)-N-{(3S,4R)-4-[(4-{1-[1-(2-hydroxyethyl)piperidin-4-yl]-3,3-dimethyl-2,3-dihydro-1H-indol-5-yl}phenyl)methoxy]oxolan-3-yl}pyridine-3-carboxamide NC1=NC=C(C=C1C(=O)N[C@H]1COC[C@@H]1OCC1=CC=C(C=C1)C=1C=C2C(CN(C2=CC1)C1CCN(CC1)CCO)(C)C)C=1C(=NN(C1)C)C